N-(6-bromo-4-chloro-1-tetrahydropyran-2-yl-indazol-3-yl)-1,1-diphenyl-methanimine BrC1=CC(=C2C(=NN(C2=C1)C1OCCCC1)N=C(C1=CC=CC=C1)C1=CC=CC=C1)Cl